N-(4-{1-[3-(2,5-dichlorophenyl)-5-(6-methoxy-2-naphthyl)-1H-pyrazol-1-yl]ethyl}benzoyl)-β-alanine ClC1=C(C=C(C=C1)Cl)C1=NN(C(=C1)C1=CC2=CC=C(C=C2C=C1)OC)C(C)C1=CC=C(C(=O)NCCC(=O)O)C=C1